C(C)(CC)O[Al](O[Si](C)(C)C)OC(C)CC dis-butoxy(trimethylsiloxy)aluminum